O=C(NCCCCCNC)CCCNC(NCCC)=O 9,14-dioxo-2,8,13,15-Tetraazaoctadecane